N1(CCOCC1)CC=1C=C2C(=CN(C2=CC1)C=1SC=C(N1)C(=O)O)CC1=CC=C(C=C1)S(N)(=O)=O 2-(5-(Morpholinylmethyl)-3-(4-sulfamoylbenzyl)-1H-indol-1-yl)thiazole-4-carboxylic acid